C1(CCCCC1)N1C=NC(=C1)NC1=NC(=NN2C1=CC=C2)N2[C@@H](CCC2)C2=CC=CC=C2 (S)-N-(1-cyclohexyl-1H-imidazol-4-yl)-2-(2-phenylpyrrolidin-1-yl)pyrrolo[2,1-f][1,2,4]triazin-4-amine